2,2-difluoro-3-methoxy-3-oxopropionic acid FC(C(=O)O)(C(=O)OC)F